C(#N)C1=C(C(=C(C(=C1F)F)C(=C2C(=C(C#N)C3=C(C(=C(C(=C3F)F)C#N)F)F)C2=C(C#N)C4=C(C(=C(C(=C4F)F)C#N)F)F)C#N)F)F 4,4',4''-((1E,1'E,1''E)-cyclopropane-1,2,3-triylidenetris(cyanomethanylylidene))tris(2,3,5,6-tetrafluorobenzonitrile)